C(C1CO1)OC1=CC=C(C=C1)C1(C2=CC=CC=C2C=2C=CC=CC12)C1=CC=C(C=C1)OCC1CO1 9,9-bis[4-(glycidoxy)phenyl]-9H-fluorene